C(C1=CC=CC=C1)OC(=O)N1C(CC2(CC1)C(NC1=CC=CC=C12)=O)C1=CC(=C(C(=C1)C(=O)OC)C)N(C1CCOCC1)CC (3-(ethyl-(tetrahydro-2H-pyran-4-yl)amino)-5-(methoxycarbonyl)-4-methylphenyl)-2-oxospiro[indoline-3,4'-piperidine]-1'-carboxylic acid benzyl ester